[Li+].FC(C=1NC(=C([NH+]1)C#N)C#N)(F)F 2-trifluoromethyl-4,5-dicyanoimidazolium lithium